tert-Butyl N-[[4-(2-cyanoacetyl)-3-methoxy-phenyl]methyl]-N-tetrahydropyran-4-yl-carbamate C(#N)CC(=O)C1=C(C=C(C=C1)CN(C(OC(C)(C)C)=O)C1CCOCC1)OC